acryloyloxydecyltrimellitate C(C=C)(=O)OCCCCCCCCCCOC(C=1C(C(=O)[O-])=CC(C(=O)[O-])=CC1)=O